ClC1=C(C=NC=C1)OC 4-chloro-3-methoxypyridin